C(#N)C1=C(OC=2C=C3C(N(C=NC3=CC2)C2COC3(C2)CNCC3)=O)C(=CC=C1NS(N(C)CC)(=O)=O)F 3-[6-[2-cyano-3-[[ethyl(methyl)sulfamoyl]amino]-6-fluoro-phenoxy]-4-oxo-quinazolin-3-yl]-1-oxa-7-azaspiro[4.4]nonane